C1=CC=CC2=C3C=CC=CC3=C3C(=C12)C1=C(C2=C3C=CC=C2)C=CC=C1 dibenzo[A,C]benzophenanthrene